C(C)OC(C12CC(C1)(C2)C2=CC=C(C=C2)C2=CC(=C1CN(C(C1=C2)=O)[C@@H](C(=O)NC=2SC=CN2)C2=C1N(C=N2)CCC1)F)OCC |r| (2RS)-2-[6-[4-[3-(Diethoxymethyl)-1-bicyclo[1.1.1]pentanyl]phenyl]-4-fluoro-1-oxo-isoindolin-2-yl]-2-(6,7-dihydro-5H-pyrrolo[1,2-c]imidazol-1-yl)-N-thiazol-2-yl-acetamide